CC1=CC=CC(=N1)C1=NNC=C1C1=NC2=CC(=CN=C2C=C1)C=1C(=NN2C1NCCC2)C 2-[3-(6-methyl-2-pyridyl)-1H-pyrazol-4-yl]-7-(2-methyl-4,5,6,7-tetrahydropyrazolo[1,5-a]pyrimidin-3-yl)-1,5-naphthyridine